N-(5-(1-(2,5-difluorophenyl)-2-fluoroethyl)-1H-indazol-3-yl)-4-(4-ethylpiperazin-1-yl)-2-((tetrahydro-2H-pyran-4-yl)amino)benzamide FC1=C(C=C(C=C1)F)C(CF)C=1C=C2C(=NNC2=CC1)NC(C1=C(C=C(C=C1)N1CCN(CC1)CC)NC1CCOCC1)=O